CC(C(C)=C(C(=O)OC)C(=O)OC)C Dimethyl (3-methylbutan-2-ylidene)malonate